N-(2-acetyl-4,5-difluorophenyl)-3-chloro-6-cyanopicolinamide C(C)(=O)C1=C(C=C(C(=C1)F)F)NC(C1=NC(=CC=C1Cl)C#N)=O